COC1=CC=C(C=C1)C1=NOC(=N1)N1CCC(CC1)C(=O)NCC1CN(CC1)C[C@@H]1CN(CCC1)C 1-(3-(4-Methoxyphenyl)-1,2,4-oxadiazol-5-yl)-N-((1-(((S)-1-methylpiperidin-3-yl)methyl)pyrrolidin-3-yl)methyl)piperidin-4-carboxamid